Cl.C1N(CC2C1CCC2)N hexahydrocyclopenta[c]pyrrole-2(1H)-amine hydrochloride